CC1=C(C2=C(N=CN=C2NC2(CC2)C)O1)C(=O)N1CC=2C=CC(=NC2CC1)C1CCO1 6-methyl-N-(1-methylcyclopropyl)-5-[2-(oxetan-4-yl)-5,6,7,8-tetrahydro-1,6-naphthyridine-6-carbonyl]furo[2,3-d]pyrimidin-4-amine